C(CC(C)C)NC(C1=CC(=CC=C1)NC1=C(C=C(C=C1)OC(C)C1=NC=CC=C1)C)=O N-isopentyl-3-((2-methyl-4-(1-(pyridin-2-yl)ethoxy)phenyl)amino)benzamide